[18F]C1=C(C(N[C@@H](CCC(=O)[O-])C(=O)O)=O)C=CC(=C1)NCC1=CN=C2N=C(N)NC(=O)C2=N1 2'-[18F]fluorofolate